CN1C(C=2N(CC1)C1=C(C2)C(=CC=N1)C=1C=NC=C(C1)C1=CC=C(C=C1)N1C(CC2=C(C=CC=C12)C)=O)=O 7-methyl-4-(5-(4-(4-methyl-2-oxoindolin-1-yl)phenyl)pyridin-3-yl)-8,9-dihydropyrido[3',2':4,5]pyrrolo[1,2-a]pyrazin-6(7H)-one